N2-[2-(1-methyl-1H-pyrazol-4-yl)[1,2,4]triazolo[1,5-c]quinazolin-5-yl]-D-serinamide CN1N=CC(=C1)C1=NN2C(=NC=3C=CC=CC3C2=N1)N[C@H](CO)C(=O)N